1-(3,5-dichlorophenyl)-3-methyl-N-[(2-morpholin-4-ylpyridin-4-yl)methyl]-5-oxopyrrolidine-3-carboxamid ClC=1C=C(C=C(C1)Cl)N1CC(CC1=O)(C(=O)NCC1=CC(=NC=C1)N1CCOCC1)C